C(#N)CCl cyano-methyl chloride